CC1=C(C=NC=C1)C=1C=NC=CC1C 4,4'-dimethyl-3,3'-bipyridine